C(C)N1C(NC2=C(C(=CC=C2C1=S)CN1CCN(CC1)C=1C=CC(=NC1C)C(=O)NC)F)=O 5-(4-((3-ethyl-8-fluoro-2-oxo-4-thioxo-1,2,3,4-tetrahydroquinazolin-7-yl)methyl)piperazin-1-yl)-N,6-dimethylpicolinamide